4-[3-[2-Chloro-4-[(2r,5r)-2,4,5-trimethylpiperazin-1-yl]benzoyl]-2,4-dihydro-1,3-benzoxazin-8-yl]-5-fluoro-2-(3-oxa-8-azabicyclo[3.2.1]oct-8-yl)benzoic acid ClC1=C(C(=O)N2COC3=C(C2)C=CC=C3C3=CC(=C(C(=O)O)C=C3F)N3C2COCC3CC2)C=CC(=C1)N1[C@@H](CN([C@@H](C1)C)C)C